ClC=1C=C(C=CC1)NC(=O)C1NCC(C1)F N-(3-chlorophenyl)-4-fluoropyrrolidine-2-carboxamide